N=1N2C(=C(C1)C1=CC=3C(=NC=C(C3)C(=O)NC=3C(=NC=C(C3)NC(CN3CCCCC3)=O)C)N1)CCC2 2-(5,6-dihydro-4H-pyrrolo[1,2-b]pyrazol-3-yl)-N-(2-methyl-5-(2-(piperidin-1-yl)acetamido)pyridin-3-yl)-1H-pyrrolo[2,3-b]pyridine-5-carboxamide